1-(cyclopropylsulfonyl)piperidin-4-amine C1(CC1)S(=O)(=O)N1CCC(CC1)N